1-(2,4-Dichloropyridin-3-yl)-2,2,2-trifluoroethanol ClC1=NC=CC(=C1C(C(F)(F)F)O)Cl